2,6-bis(benzyloxy)benzamide taxifolin-3-O-acetate O1[C@@H]([C@@H](OCC(=O)O)C(=O)C=2C(O)=CC(O)=CC12)C1=CC(O)=C(O)C=C1.C(C1=CC=CC=C1)OC1=C(C(=O)N)C(=CC=C1)OCC1=CC=CC=C1